CN(C)CCCN1N=NC(=C1)CSC1=CC=C(C=C1)OC (3-(N,N-dimethylamino)propyl)-4-[(4-methoxyphenyl)thiomethyl]-1H-1,2,3-triazole